1-(3-(5-amino-3-(4-((4-cyclopropylpyridin-2-yl)oxy)-3-fluorophenyl)imidazo[1,5-c]pyrimidin-1-yl)pyrrolidin-1-yl)but-2-yn-1-one NC1=NC=CC=2N1C(=NC2C2CN(CC2)C(C#CC)=O)C2=CC(=C(C=C2)OC2=NC=CC(=C2)C2CC2)F